1-(5-(3-(4-(2,3-dimethylphenyl)piperazin-1-yl)-1-hydroxypropyl)indolin-1-yl)ethan-1-one CC1=C(C=CC=C1C)N1CCN(CC1)CCC(O)C=1C=C2CCN(C2=CC1)C(C)=O